3-(2-bromoethyl)benzofuran BrCCC1=COC2=C1C=CC=C2